FC=1C(=CC=2C3=C(NC(C2C1)=O)C[S@@](C[C@@H]3N(C(=O)C=3C=C1C(=CC=CN1C3)F)C)=O)F (R,R)-N-(8,9-difluoro-3-oxido-6-oxo-1,4,5,6-tetrahydro-2H-thiopyrano[3,4-c]isoquinolin-1-yl)-8-fluoro-N-methylindolizine-2-carboxamide